3-(2,6-difluoro-3,5-dimethoxyphenyl)-7-(1,3-dimethyl-1H-pyrazol-4-yl)-1-(pyrimidin-4-ylmethyl)-3,4-dihydropyrido[4,3-d]pyrimidin-2(1H)-one FC1=C(C(=C(C=C1OC)OC)F)N1C(N(C2=C(C1)C=NC(=C2)C=2C(=NN(C2)C)C)CC2=NC=NC=C2)=O